CC1=CC=CC(=N1)N1N=CC=C1 (6-methylpyridin-2-yl)-1H-pyrazol